F[C@H]1[C@@H](CN(C1)C1=NC(=C2N=CN(C2=N1)C)NC=1C(=NN(C1)CCO)OC)NC(OC(C)(C)C)=O tert-butyl N-[(3R,4R)-4-fluoro-1-[6-[[1-(2-hydroxyethyl)-3-methoxy-pyrazol-4-yl]amino]-9-methyl-purin-2-yl]pyrrolidin-3-yl]carbamate